CC(=CCSC1=C(CCC2=CC=CC=C12)C=O)C 1-((3-methylbut-2-en-1-yl)thio)-3,4-dihydronaphthalene-2-carbaldehyde